1-((4-(dihydroxyboranyl)phenyl)methyl)-3-methylindole-5-carboxylic acid OB(C1=CC=C(C=C1)CN1C=C(C2=CC(=CC=C12)C(=O)O)C)O